CC1=C2C(C(=CN(C2=NC(=C1)N1CC(C1)NC1=NC=CC=C1)C=1SC=CN1)C(=O)O)=O 5-methyl-4-oxo-7-{3-[(pyridin-2-yl)amino]azetidin-1-yl}-1-(1,3-thiazol-2-yl)-1,4-dihydro-1,8-naphthyridine-3-carboxylic acid